Cl.Cl.FC=1C=C(C=NC1)[C@@H](O)[C@@H]1N[C@H](CC1)CC1CCC(CC1)OC (R)-(5-Fluoropyridin-3-yl)((2R,5R)-5-(((1r,4S)-4-methoxycyclohexyl)-methyl)pyrrolidin-2-yl)methanol dihydrochloride